6-(2-pyridyldithio)-2-naphthol N1=C(C=CC=C1)SSC=1C=C2C=CC(=CC2=CC1)O